BrC=1C=CC(=NC1)C=1C(=NC=CN1)[C@H](C)NC(OC(C)(C)C)=O tert-butyl N-[(1S)-1-[3-(5-bromo-2-pyridyl)pyrazin-2-yl]ethyl]carbamate